2-([1-[(2-Chlorophenyl)methyl]-5-[3-(morpholinomethyl)phenyl]1H-pyrazol-3-yl]methoxy)-2-methylpropanoic acid ClC1=C(C=CC=C1)CN1N=C(C=C1C1=CC(=CC=C1)CN1CCOCC1)COC(C(=O)O)(C)C